FC1=CC=C(C=C1)[C@H](C(=O)NC1=CC(=C(C=C1)C)C=1OC=C(N1)C)C (R)-2-(4-fluorophenyl)-N-(4-methyl-3-(4-methyloxazol-2-yl)phenyl)propanamide